N-(4-fluoro-5-(((2S,4R)-4-((8-methoxy-[1,2,4]triazolo[1,5-a]pyridin-2-yl)oxy)-2-methylpyrrolidin-1-yl)methyl)thiazol-2-yl)acetamide FC=1N=C(SC1CN1[C@H](C[C@H](C1)OC1=NN2C(C(=CC=C2)OC)=N1)C)NC(C)=O